N-((3S,10R,13S)-10,13-dimethyl-17-(pyridin-3-yl)-2,3,4,7,8,9,10,11,12,13,14,15-dodecahydro-1H-cyclopenta[a]phenanthren-3-yl)nicotinamide C[C@]12C3CC[C@@]4(C(=CCC4C3CC=C2C[C@H](CC1)NC(C1=CN=CC=C1)=O)C=1C=NC=CC1)C